BrSC1=CC=C(C=C1)OP(OC1=CC=C(C=C1)SBr)(=O)C1=CC=CC=C1 phenyl-phosphonic acid di(4-bromothiophenyl) ester